FC1=CC=C(CN2N=C(N=C2)C(=O)NC2C(N(C3=C(OC2)C=CC(=C3)N3CCC2(COC2)CC3)C)=O)C=C1 1-(4-fluorobenzyl)-N-(5-methyl-4-oxo-7-(2-oxa-7-azaspiro[3.5]non-7-yl)-2,3,4,5-tetrahydrobenzo[b][1,4]oxazepin-3-yl)-1H-1,2,4-triazole-3-carboxamide